FC1=CC=C(C=C1)C=1CCCC2=C(C1C1=CC=C(C=C1)N1CCC(CC1)CN1CCN(CC1)C=1C=C3CNC(C3=CC1)=O)C=CC(=C2)O 5-(4-((1-(4-(8-(4-fluorophenyl)-3-hydroxy-6,7-dihydro-5H-benzo[7]annulen-9-yl)phenyl)piperidin-4-yl)methyl)piperazin-1-yl)-1-oxoisoindolin